ClC1=CC=C2C(=CNC(C2=C1)=O)C(C)NC 7-chloro-4-(1-(methylamino)ethyl)isoquinolin-1(2H)-one